(S)-1-(1H-benzo[d]imidazol-2-yl)ethan-1-ol N1C(=NC2=C1C=CC=C2)[C@H](C)O